(2-PIPERAZIN-1-YLPYRIMIDIN-5-YL)BORONIC ACID N1(CCNCC1)C1=NC=C(C=N1)B(O)O